(4-(6-((4-cyano-2-fluorobenzyl)oxy)-3,5-difluoropyridin-2-yl)-2-fluorobenzyl)-1-(2-methoxyethyl)-1H-benzo[d]imidazole-6-carboxylic acid C(#N)C1=CC(=C(COC2=C(C=C(C(=N2)C2=CC(=C(CC3=NC4=C(N3CCOC)C=C(C=C4)C(=O)O)C=C2)F)F)F)C=C1)F